((1S,3S)-3-((4-(3-isopropyl-2-(tetrahydro-2H-pyran-2-yl)-2H-indazol-5-yl)pyrimidin-2-yl)amino) cyclopentyl)carbamate C(C)(C)C=1N(N=C2C=CC(=CC12)C1=NC(=NC=C1)N[C@@H]1C[C@H](CC1)NC([O-])=O)C1OCCCC1